N1N=CC(=C1)C(C)(C)O 2-(1H-pyrazol-4-yl)propan-2-ol